C1(=CC=CC=C1)C1=NC(=NC(=N1)C1=CC=CC=C1)C1=C(C=CC=C1)C1=C(C=C(C=C1)C1=CC=C(C=C1)C#N)C1=CC(=CC=C1)C1=NC(=NC(=C1)C1=CC=CC=C1)C1=CC=CC=C1 4'-(2-(4,6-diphenyl-1,3,5-triazin-2-yl)phenyl)-3''-(2,6-diphenylpyrimidin-4-yl)-[1,1':3',1''-terphenyl]-4-carbonitrile